1''-((2-(Trimethylsilyl)ethoxy)methyl)dispiro[cyclohexane-1,1'-cyclobutane-3',3''-pyrrolo[3,2-b]pyridine]-2'',4(1''H)-dioneON C[Si](CCOCN1C(C2(C3=NC=CC=C31)CC3(C2)CCC(C(C3)=O)=O)=O)(C)C